CC(CCCC)CCCCCCCC 5-methyltridecane